methyl 2-((tert-butoxycarbonyl) amino)-7-((3'-(trifluoromethyl)-[1,1'-biphenyl]-2-yl) oxy)-1,2,3,4-tetrahydronaphthalene-2-carboxylate C(C)(C)(C)OC(=O)NC1(CC2=CC(=CC=C2CC1)OC1=C(C=CC=C1)C1=CC(=CC=C1)C(F)(F)F)C(=O)OC